tert-butyl 8-hydroxy-1,3,4,5-tetrahydro-2H-benzo[c]azepine-2-carboxylate OC=1C=CC2=C(CN(CCC2)C(=O)OC(C)(C)C)C1